toluenesulfonic acid-hydrate O.C(C1=CC=CC=C1)S(=O)(=O)O